4-chloro-N-((5-cyclopropyl-1H-indazol-4-yl)methyl)-3,5-difluorobenzamide ClC1=C(C=C(C(=O)NCC2=C3C=NNC3=CC=C2C2CC2)C=C1F)F